C(C=C)(=O)OCCOC(C(=C)C#N)=O 2-cyanoacryloxyethyl acrylate